5-(butylamino)-4-hepten-3-one C(CCC)NC(=CC(CC)=O)CC